C(C)(C)(C)C1=NC(=NN1)C1=NC=CC=N1 5-tertiary butyl-3-[2-pyrimidinyl]-1H-1,2,4-triazole